OCC=1C=CC(=C2C=C(OC21)C)C#N 7-(hydroxymethyl)-2-methylbenzofuran-4-carbonitrile